C(#N)C1(COC1)C1=CC=2N(C=C1)C(=CN2)C2=CC(=C(C(=O)NC1CC1)C(=C2)OC)OC(F)F 4-[7-(3-cyanooxetan-3-yl)imidazo[1,2-a]pyridin-3-yl]-N-cyclopropyl-2-(difluoromethoxy)-6-methoxy-benzamide